3-({3-[(2S)-2-(3,4-dichlorophenyl)-2-hydroxyethyl]-1,2,4-oxadiazol-5-yl}methyl)-1,5-dimethyl-1,2,3,4-tetrahydropyrimidine-2,4-dione ClC=1C=C(C=CC1Cl)[C@H](CC1=NOC(=N1)CN1C(N(C=C(C1=O)C)C)=O)O